CN1N=C(C=C1)C=1C(=CC(=NC1)NC(C)=O)NC1=CC(=CC=C1)S(=O)(=O)C N-(5-(1-methyl-1H-pyrazol-3-yl)-4-((3-(methylsulfonyl)phenyl)amino)pyridin-2-yl)acetamide